2H,7H,7aH-naphtho[2,3-b]oxirene O1C2C1CC1=CC=CC=C1C2